ClC1=C(C=C2C(=N1)C=C(N2COCC[Si](C)(C)C)CC2=NC1(C3=C2C=NC=C3)CN(CC1)CC1=CC=C(C=C1)F)F ((5-Chloro-6-fluoro-1-((2-(trimethylsilyl)ethoxy)methyl)-1H-pyrrolo[3,2-b]pyridin-2-yl)methyl)-1-(4-fluorobenzyl)spiro[pyrrolidine-3,1'-pyrrolo[3,4-c]pyridine]